[5-[2-(2,6-difluoro-3,5-dimethoxy-phenyl)ethynyl]pyrimidin-2-yl]-7-(dimethoxymethyl)-3,4-dihydro-2H-1,8-naphthyridine-1-carboxamide FC1=C(C(=C(C=C1OC)OC)F)C#CC=1C=NC(=NC1)C1N(C2=NC(=CC=C2CC1)C(OC)OC)C(=O)N